ethyl 5-(6,7-dichloro-3-(1H-pyrazol-4-yl)-1H-indol-2-yl)-4H-1,2,4-triazole-3-carboxylate ClC1=CC=C2C(=C(NC2=C1Cl)C=1NC(=NN1)C(=O)OCC)C=1C=NNC1